C(C)(=O)C=1C(=CNC1C)C=1C=C(C=CC1)NC(C)=O N-(3-(4-acetyl-5-methyl-1H-pyrrol-3-yl)phenyl)acetamide